The molecule is an organophosphate oxoanion obtained by deprotonation of the phosphate OH groups of 5-(phosphooxymethyl)-2-furancarboxaldehyde; major species at pH 7.3. It is a conjugate base of a 4-(phosphooxymethyl)-2-furancarboxaldehyde. C1=C(OC=C1COP(=O)([O-])[O-])C=O